ClC1=NC=C2NC(N(C2=N1)CC1=CC=C(C=C1)N1N=C(C=C1C1CC1)C(C)(C)O)=O 2-chloro-9-([4-[5-cyclopropyl-3-(2-hydroxy-propan-2-yl)pyrazol-1-yl]phenyl]methyl)-7H-purin-8-one